bis{{(2-nitrobenzyl)oxy}carbonyl}hexane-1,6-diamine [N+](=O)([O-])C1=C(COC(=O)C(CCCCCN)(N)C(=O)OCC2=C(C=CC=C2)[N+](=O)[O-])C=CC=C1